CC1(CCN(C(O1)=O)C=1C=C2C(=CC=NC2=CC1)C(=O)OC(C)(C)C)C tert-butyl 6-(6,6-dimethyl-2-oxo-1,3-oxazinan-3-yl)quinoline-4-carboxylate